Cl[SiH]1C[SiH](C1)Cl 1,3-dichloro-1,3-disilacyclobutane